BrC=1C=C2CCC(C2=CC1)N1CCC(CC1)N1CCOCC1 4-(1-(5-bromo-2,3-dihydro-1H-inden-1-yl)piperidin-4-yl)morpholine